7-bromo-6-fluoro-4-hydroxy-chromen-2-one BrC1=C(C=C2C(=CC(OC2=C1)=O)O)F